4-[N-(2,2-difluoroethyl)-2-fluoro-3-(4,4,4-trifluoro-3,3-dimethyl-but-1-ynyl)anilino]-5-fluoro-1H-quinazolin-2-one FC(CN(C1=C(C(=CC=C1)C#CC(C(F)(F)F)(C)C)F)C1=NC(NC2=CC=CC(=C12)F)=O)F